(Z)-(1-methyl-1H-tetrazol-5-yl)(phenyl)methanone O-((5-(4-chloro-2-(4-chlorophenoxy)phenyl)-1,3,4-thiadiazol-2-yl)methyl) oxime ClC1=CC(=C(C=C1)C1=NN=C(S1)CO\N=C(\C1=CC=CC=C1)/C1=NN=NN1C)OC1=CC=C(C=C1)Cl